1-(1-methoxycyclopentyl)methanamine COC1(CCCC1)CN